3-Bromo-5-fluoro-N-(4-methylthiazol-2-yl)benzamide BrC=1C=C(C(=O)NC=2SC=C(N2)C)C=C(C1)F